CC1=C2C(C(=CN(C2=NC(=C1)N1CC(C1)C(NCC1CNCCO1)=O)C=1SC=CN1)C(=O)O)=O 5-methyl-7-{3-[(morpholin-2-ylmethyl)carbamoyl]azetidin-1-yl}-4-oxo-1-(1,3-thiazol-2-yl)-1,4-dihydro-1,8-naphthyridine-3-carboxylic acid